N-(2-(2,6-dioxopiperidin-3-yl)-1-oxoisoindolin-5-yl)-7H-pyrrolo[2,3-d]pyrimidine-2-carboxamide O=C1NC(CCC1N1C(C2=CC=C(C=C2C1)NC(=O)C=1N=CC2=C(N1)NC=C2)=O)=O